C1(CC1)N1C=CC2=C1N=C(N=C2)N2CCC(CC2)NC(OC(C)(C)C)=O tert-butyl (1-(7-cyclopropyl-7H-pyrrolo[2,3-d]pyrimidin-2-yl)piperidin-4-yl)carbamate